BrC=1C=C(C=CC1)[C@@H](C)NC1=NC(=NC2=CC(=C(C=C12)OC)OCCCCCCCCCN1CCC(CC1)C=1C=C2CN(C(C2=CC1F)=O)C1C(NC(CC1)=O)=O)C 3-(5-(1-(9-((4-(((R)-1-(3-bromophenyl)ethyl)amino)-6-methoxy-2-methyl-quinazolin-7-yl)oxy)nonyl)piperidin-4-yl)-6-fluoro-1-oxoisoindolin-2-yl)piperidine-2,6-dione